(1r,4r)-4-(aminomethyl)-1-methylcyclohexan-1-ol NCC1CCC(CC1)(O)C